benzyl-2-(thien-2-yl)-1H-benzo[d]Imidazole-6-carbonitrile C(C1=CC=CC=C1)N1C(=NC2=C1C=C(C=C2)C#N)C=2SC=CC2